NCC=1C=NC(=NC1)C1=C(C=C(C#N)C=C1)SC1=CC(=NC(=C1)N1CCOCC1)C 4-[5-(aminomethyl)pyrimidin-2-yl]-3-(2-methyl-6-morpholin-4-ylpyridin-4-yl)sulfanylbenzonitrile